2-(m-methylphenyl)benzofuran CC=1C=C(C=CC1)C=1OC2=C(C1)C=CC=C2